methyl (S)-3-(1-hydroxy-3-methoxypropyl)benzoate O[C@@H](CCOC)C=1C=C(C(=O)OC)C=CC1